ethyl ((2,6-dioxo-4-phenylcyclohexylidene)methyl)phenylalaninate O=C1C(C(CC(C1)C1=CC=CC=C1)=O)=CN[C@@H](CC1=CC=CC=C1)C(=O)OCC